N-2-[bis(2-hydroxyethyl)-amino]ethyloxazolidin-2-one OCCN(CCN1C(OCC1)=O)CCO